(1R,2R)-N-[3-(6-butanoyl-4-methylpyridin-3-yl)-1-methyl-2-oxo-1,6-naphthyridin-7-yl]-2-fluorocyclopropane-1-carboxamide C(CCC)(=O)C1=CC(=C(C=N1)C=1C(N(C2=CC(=NC=C2C1)NC(=O)[C@@H]1[C@@H](C1)F)C)=O)C